N1(CCCCC1)CCOC([C@H](CCC(C=[N+]=[N-])=O)NC([C@@H](C)OC)=O)=O.FC1=C(C=CC(=C1)F)C1=NN2C(=NC=3C=CC=CC3C2=N1)NC=1C(N=CC=CC1)=O (3R)-3-{[2-(2,4-difluorophenyl)[1,2,4]triazolo[1,5-c]quinazolin-5-yl]amino}azepin-2-one 2-(piperidin-1-yl)ethyl-(S)-6-diazo-2-((R)-2-methoxypropanamido)-5-oxohexanoate